BrC=1C(=C(SC1)C(=O)NC1(CC1)C(=O)OCC)F Ethyl 1-{[(4-bromo-3-fluoro-2-thienyl)carbonyl]amino}cyclopropanecarboxylate